CN1N=C(C=C1)C1=C(C=NC(=C1)N1CC(CC1)C)C1CN(CC1)C(C=C)=O 1-(3-(4-(1-methyl-1H-pyrazol-3-yl)-6-(3-methylpyrrolidin-1-yl)pyridin-3-yl)pyrrolidin-1-yl)prop-2-en-1-one